FC=1C=C(OC2=CC=C(C=N2)N)C=CC1 6-(3-fluorophenoxy)pyridin-3-amine